N-(5-(4-(1-(4-((2,6-dioxopiperidin-3-yl)amino)benzyl)piperidin-4-yl)piperazin-1-yl)-1-((1s,4s)-4-(hydroxymethyl)cyclohexyl)-1H-benzo[d]imidazol-2-yl)-3-(trifluoromethyl)benzamide O=C1NC(CCC1NC1=CC=C(CN2CCC(CC2)N2CCN(CC2)C2=CC3=C(N(C(=N3)NC(C3=CC(=CC=C3)C(F)(F)F)=O)C3CCC(CC3)CO)C=C2)C=C1)=O